ClC=1N=C2N(C=C(C=C2)C2=CC(=NC=C2)C)C1 2-chloro-6-(2-methyl-4-pyridinyl)imidazo[1,2-a]pyridine